CN1C=NC2=C(C1=O)C(=NC=C2C2=CC=C(C=C2)C(F)(F)F)NC2C(C(NCC2)=O)C 3-methyl-5-((3-methyl-2-oxopiperidin-4-yl)amino)-8-(4-(trifluoromethyl)phenyl)pyrido[4,3-D]pyrimidin-4(3H)-one